[Co].P.P bis(phosphine) cobalt